C(C)(C)(C)OC(=O)NC(CC1=NC(=CC=C1C(=O)OC)OC)C methyl 2-[2-(tert-butoxycarbonylamino) propyl]-6-methoxy-pyridine-3-carboxylate